tert-butyl (3S)-3-methyl-4-(2'-(((S)-1-methylpyrrolidin-2-yl)methoxy)-3,4,5',6'-tetrahydro-2H-spiro[naphthalene-1,7'-pyrano[2,3-d]pyrimidin]-4'-yl)piperazine-1-carboxylate C[C@H]1CN(CCN1C=1C2=C(N=C(N1)OC[C@H]1N(CCC1)C)OC1(CC2)CCCC2=CC=CC=C21)C(=O)OC(C)(C)C